ClC1=CC(=C(C=C1)C1=NC(=CC=2N=C(N(C(C21)=O)C)C)[C@@H]2C[C@@H](OCC2)C2=CC(=NC=C2)OC)F 5-(4-chloro-2-fluorophenyl)-7-((2R,4S)-2-(2-methoxy-4-pyridinyl)tetrahydro-2H-pyran-4-yl)-2,3-dimethylpyrido[4,3-d]pyrimidin-4(3H)-one